(3S,4R)-4-((5-chloro-4-(3-(piperazin-1-yl)-1,2,4-thiadiazol-5-yl)pyrimidin-2-yl)amino)tetrahydro-2H-pyran-3-ol ClC=1C(=NC(=NC1)N[C@H]1[C@@H](COCC1)O)C1=NC(=NS1)N1CCNCC1